tert-butyl (2-(2-(aminomethyl)quinoline-6-carboxamido)phenyl)carbamate NCC1=NC2=CC=C(C=C2C=C1)C(=O)NC1=C(C=CC=C1)NC(OC(C)(C)C)=O